C(=O)=C(C=1C(NC(N([C@H]2[C@H](O)[C@H](O)[C@@H](CO)O2)C1)=O)=O)O 5-(carbonylhydroxymethyl)uridine